N-(4-(7-methoxyimidazo[1,2-a]pyridin-3-yl)phenyl)-5-nitrofuran-2-carboxamide COC1=CC=2N(C=C1)C(=CN2)C2=CC=C(C=C2)NC(=O)C=2OC(=CC2)[N+](=O)[O-]